FC(C1=CC=C(C=C1)C(=O)N1CCC2(CO2)CC1)F (4-(difluoromethyl)phenyl)(1-oxa-6-azaspiro[2.5]oct-6-yl)methanone